(S)-(-)-3-methylcyclohexanone C[C@@H]1CC(CCC1)=O